ClC1=CC(=C(C=N1)CO)NC(C)C (6-chloro-4-isopropylamino-pyridin-3-yl)-methanol